N-[(6-Amino-2-pyridyl)sulfonyl]-6-chloro-2-[(4S)-2,2,4-trimethylpyrrolidin-1-yl]pyridin-3-carboxamid NC1=CC=CC(=N1)S(=O)(=O)NC(=O)C=1C(=NC(=CC1)Cl)N1C(C[C@@H](C1)C)(C)C